ClC=1C(=C(C(=CC1)F)NC=1C=NC=2CCN(CC2C1)C=1C(=C(C=2N(N1)C=NN2)C)C)F N-(3-chloro-2,6-difluoro-phenyl)-6-(7,8-dimethyl-[1,2,4]triazolo[4,3-b]pyridazin-6-yl)-7,8-dihydro-5H-1,6-naphthyridin-3-amine